(E)-3-[4-[(2S,3R,4S,5S,6R)-3-[(2R,3S,4S)-3,4-Dihydroxy-4-(hydroxymethyl)oxolan-2-yl]oxy-4,5-dihydroxy-6-(hydroxymethyl)oxan-2-yl]oxyphenyl]-1-(2,4-dihydroxyphenyl)prop-2-en-1-one O[C@@H]1[C@H](OC[C@]1(CO)O)O[C@H]1[C@@H](O[C@@H]([C@H]([C@@H]1O)O)CO)OC1=CC=C(C=C1)/C=C/C(=O)C1=C(C=C(C=C1)O)O